4-tert-butyl-1,2-benzoquinone C(C)(C)(C)C1=CC(C(C=C1)=O)=O